C1(CC1)N1N=CC(=C1)S(=O)(=O)C=1C=C2C=NN(C(C2=CC1)=O)CC=1C(=NC=CC1)O 6-(1-cyclopropyl-1H-pyrazol-4-ylsulfonyl)-2-((2-hydroxypyridin-3-yl)methyl)phthalazin-1(2H)-one